N[C@H](C)C=1C=C(C=C2C(N(C(=NC12)C1CCOCC1)C1CC1)=O)Cl 8-[(1R)-1-aminoethyl]-6-chloro-3-cyclopropyl-2-tetrahydropyran-4-yl-quinazolin-4-one